FC(C1=CC=C(C=C1)O)F 4-(difluoromethyl)phenol